C1(CC1)CN1C(=CC2=C1N=C(N=C2)C)C2=NC1=C(N2C)C(=CC(=C1)C(=O)OC)OC methyl 2-[7-(cyclopropylmethyl)-2-methyl-7H-pyrrolo[2,3-d]pyrimidin-6-yl]-7-methoxy-1-methyl-1H-1,3-benzodiazole-5-carboxylate